FC=1C(=CC=2C3=C(N=C(C2C1)OC)COCC3=O)F 8,9-difluoro-6-methoxy-4H-pyrano[3,4-c]isoquinolin-1-one